ClC1=C(C=CC=C1)N1N=CC(=C1)C1=C2C(=NC=C1)NC=C2 4-[1-(2-chlorophenyl)-1H-pyrazol-4-yl]-1H-pyrrolo[2,3-b]pyridine